C(C1=CC=NC=C1)(OC)=N methyl isonicotinimidate